1-(2,4-dimethylthiazol-5-yl)-N-(6-methoxy-1H-benzo[d]imidazol-2-yl)-2,5-dimethyl-1H-pyrrole-3-carboxamide CC=1SC(=C(N1)C)N1C(=C(C=C1C)C(=O)NC1=NC2=C(N1)C=C(C=C2)OC)C